t-Butyl 5-formylisoindoline-2-carboxylate C(=O)C=1C=C2CN(CC2=CC1)C(=O)OC(C)(C)C